3-Bromo-11-chloro-6-methyl-6,11-dihydrodibenzo[c,f][1,2]thiazepine 5,5-dioxide BrC1=CC2=C(C(C3=C(N(S2(=O)=O)C)C=CC=C3)Cl)C=C1